N-(1,1-diphenyl-but-3-en-1-yl)thiophene-2-carboxamide C1(=CC=CC=C1)C(CC=C)(C1=CC=CC=C1)NC(=O)C=1SC=CC1